C(C#C)C1N(CCN(C1)C1=NC=CN=C1NC1=CC=C(C=C1)C(F)(F)F)C(C=C)=O 1-[2-(prop-2-yn-1-yl)-4-(3-{[4-(trifluoromethyl)phenyl]amino}pyrazin-2-yl)piperazin-1-yl]prop-2-en-1-one